C1CC[C@H]([C@@H](C1)N)O.Cl (1R,2R)-trans-2-aminocyclohexanol hydrochloride